tert-butyl 6-[3-(2-hydroxyphenyl)thieno[3,2-c]pyridazin-6-yl]-2,6-diazaspiro[3.3]heptane-2-carboxylate OC1=C(C=CC=C1)C1=CC2=C(N=N1)C=C(S2)N2CC1(CN(C1)C(=O)OC(C)(C)C)C2